N-(6,6-difluorospiro[3.3]heptan-2-yl)-5-(pyrido[2,3-b]pyrazin-7-yl)pyrrolo[2,1-f][1,2,4]triazin-2-amine FC1(CC2(CC(C2)NC2=NN3C(C=N2)=C(C=C3)C3=CC=2C(=NC=CN2)N=C3)C1)F